Br.[N+](=O)([O-])C1=CC=C(CN2C(SC3=C2CCCC3)=N)C=C1 3-(4-Nitrobenzyl)-4,5,6,7-tetrahydrobenzo[d]thiazol-2(3H)-imine hydrogen bromide